(R)-6-chloro-7-(2-(((3-chloropyridin-2-yl)oxy)methyl)pyrrolidin-1-yl)-1-(3-fluoro-4-hydroxy-phenyl)-4-oxo-1,4-dihydro-quinoline-3-carboxylic acid ClC=1C=C2C(C(=CN(C2=CC1N1[C@H](CCC1)COC1=NC=CC=C1Cl)C1=CC(=C(C=C1)O)F)C(=O)O)=O